(trans)-N-methyl-3-((6-(1-methyl-1H-pyrazol-4-yl)pyrazolo[1,5-a]pyrazin-4-yl)oxy)cyclobutan-1-amine CN[C@@H]1C[C@H](C1)OC=1C=2N(C=C(N1)C=1C=NN(C1)C)N=CC2